IC=1C=C(C[C@](N)(C(=O)O)C)C=CC1O (S)-3-iodo-α-methyltyrosine